CN(C(CCCCCCC)=O)C N,N-dimethyl-octanamide